C(#N)[C@H]1[C@@H](COCC1)N1N=C(C(=C1)C(=O)N)NC=1C=C(C2=C(C=CB(O2)O)C1)C 1-[trans-4-cyanotetrahydro-2H-pyran-3-yl]-3-[(2-hydroxy-8-methyl-1,2-benzoxaborinin-6-yl)amino]pyrazole-4-carboxamide